C[C@@H]1N(C[C@H](N(C1)C(C)C=1C=C2N=CC=NC2=CC1)C)C=1C=2C(N(C(C1)=O)C)=CN(N2)C2(CC2)C#N 1-(7-((2s,5r)-2,5-dimethyl-4-(1-(quinoxalin-6-yl)ethyl)piperazin-1-yl)-4-methyl-5-oxo-4,5-dihydro-2H-pyrazolo[4,3-b]pyridin-2-yl)cyclopropane-1-carbonitrile